tert-Butyl 5-(3-ethoxy-3-oxopropanoyl)tetrahydro-2H-pyran-2-carboxylate C(C)OC(CC(=O)C1CCC(OC1)C(=O)OC(C)(C)C)=O